CC(/C=C/C(C)=O)C (E)-5-methylhex-3-en-2-one